1-(4-(5-(5-(1-hydroxyethyl)furo[2,3-b]pyridin-3-yl)pyridin-3-yl)phenyl)pyrrolidin-2-one OC(C)C=1C=C2C(=NC1)OC=C2C=2C=C(C=NC2)C2=CC=C(C=C2)N2C(CCC2)=O